2-[4-(1,3-benzothiazol-2-ylmethyl)piperazin-1-yl]benzonitrile S1C(=NC2=C1C=CC=C2)CN2CCN(CC2)C2=C(C#N)C=CC=C2